(S)-N-methyl-4-(2-(5-methyl-2-(2-morpholinoethyl)-1,2,3,4-tetrahydroisoquinolin-7-yl)-5H-pyrrolo[2,3-b]pyrazin-7-yl)-N-((tetrahydrofuran-3-yl)methyl)benzamide CN(C(C1=CC=C(C=C1)C1=CNC2=NC=C(N=C21)C2=CC(=C1CCN(CC1=C2)CCN2CCOCC2)C)=O)C[C@H]2COCC2